1-cyclopropyl-6-fluoro-3-({[(3S)-1-(6-methylpyridin-3-yl)piperidin-3-yl][(2-methylpyridin-4-yl)methyl]amino}methyl)-1,4-dihydroquinolin C1(CC1)N1C=C(CC2=CC(=CC=C12)F)CN(CC1=CC(=NC=C1)C)[C@@H]1CN(CCC1)C=1C=NC(=CC1)C